7-(7-(3-(dimethylamino)piperidine-1-carbonyl)-2,3-dihydro-4H-pyrido[3,2-b][1,4]oxazin-4-yl)-2-methyl-[1,2,4]triazolo[4,3-a]pyridin-3(2H)-one CN(C1CN(CCC1)C(=O)C1=CC=2OCCN(C2N=C1)C1=CC=2N(C=C1)C(N(N2)C)=O)C